(S)-1-[2-(Benzo[d]isoxazol-3-yl)phenyl]-2-(pyridine-2-yl)ethan-1-amine O1N=C(C2=C1C=CC=C2)C2=C(C=CC=C2)[C@H](CC2=NC=CC=C2)N